CC1=CC=C(C=C1)S(=O)(=O)OCCC#CCC(CC#CC)CO[Si](C1=CC=CC=C1)(C1=CC=CC=C1)C(C)(C)C 6-(((tert-butyldiphenylsilyl)oxy)methyl)deca-3,8-diyn-1-yl 4-methylbenzenesulfonate